Benzyl (2-iodophenyl)(p-tolyl)carbamate IC1=C(C=CC=C1)N(C(OCC1=CC=CC=C1)=O)C1=CC=C(C=C1)C